3-(4-amino-6-chloropyrimidin-2-yl)cyclobutan-1-one NC1=NC(=NC(=C1)Cl)C1CC(C1)=O